S-(2-hydroxy-4,7,10-trioxadodecyl)-L-methionine sulfonium [SH3+].OC(C[S+](CC[C@H](N)C(=O)O)C)COCCOCCOCC